(R)-(4-benzyl-4-azaspiro[2.4]heptan-5-yl)methanol C(C1=CC=CC=C1)N1C2(CC2)CC[C@@H]1CO